Cl.Cl.Cl.NC1=C(C(=C(C(=C1N)N)N)N)N hexaaminobenzene tri-hydrochloride